C(C)(=O)NNC(=O)C1=CC2=C(C(N(C=C2Br)C)=O)N1 N'-acetyl-4-bromo-6-methyl-7-oxo-6,7-dihydro-1H-pyrrolo[2,3-c]pyridine-2-carbohydrazide